2-(2-cyclopropyl-3',5'-difluoro-[1,1'-biphenyl]-3-yl)-N-((1R,6S)-2,2-difluoro-6-(4-isopropylpiperazin-1-yl)cyclohexyl)acetamide C1(CC1)C1=C(C=CC=C1CC(=O)N[C@H]1C(CCC[C@@H]1N1CCN(CC1)C(C)C)(F)F)C1=CC(=CC(=C1)F)F